6-Methyl-5-(4,4,5,5-tetramethyl-1,3,2-dioxaborolan-2-yl)pyridine-2-carbaldehyde CC1=C(C=CC(=N1)C=O)B1OC(C(O1)(C)C)(C)C